C(C(O)CO)C(C(=O)O)CCCCCCCCCCCCCC.C(CCCCCCC\C=C/CCCCCC)(=O)OCC(O)CO glyceryl palmitoleate (glyceryl palmitate)